NC1=CC(=NC=C1)NS(=O)(=O)N1CCCCC1 4-aminopyridyl-1-N-piperidinyl-sulfonamide